4-(3,5-difluorobenzyl)-6-(3-methoxyphenyl)pyrimidine-2,4-diamine FC=1C=C(CC2(NC(=NC(=C2)C2=CC(=CC=C2)OC)N)N)C=C(C1)F